C(\C=C\C)OC1=NN=C(S1)N (E)-5-(but-2-en-1-yloxy)-1,3,4-thiadiazol-2-amine